3-(4-chloro-3-(trifluoromethyl)phenyl)-5-(2-((3S,4R)-3,4-difluoropyrrolidin-1-yl)-2-oxoethyl)thieno[3,2-c]pyridin-4(5H)-one ClC1=C(C=C(C=C1)C1=CSC2=C1C(N(C=C2)CC(=O)N2C[C@@H]([C@@H](C2)F)F)=O)C(F)(F)F